ClC1=CC2=C(C=N1)C(=NN2C2=C(C=C(C=C2)NS(=O)(=O)C)OC)NC(=O)C2CCN(CC2)C N-(6-Chloro-1-(2-methoxy-4-(methylsulfonamido)phenyl)-1H-pyrazolo[4,3-c]pyridin-3-yl)-1-methylpiperidine-4-carboxamide